(R)-4-benzyl-3-(4-bromobutyryl)oxazolidin-2-one C(C1=CC=CC=C1)[C@H]1N(C(OC1)=O)C(CCCBr)=O